CC1=NNC2=NC=C(C=C21)B2OC(C(O2)(C)C)(C)C 3-methyl-5-(4,4,5,5-tetramethyl-1,3,2-dioxaborolan-2-yl)-1H-pyrazolo[3,4-b]pyridine